NC1=NC(=CC(=N1)C=1N=NN(C1)CC1=C(C(=O)O)C=CN=C1)C1=CC(=CC=C1)C#N ({4-[2-amino-6-(m-cyanophenyl)-4-pyrimidinyl]-1H-1,2,3-triazol-1-yl}methyl)isonicotinic acid